CC1=CN=C(O1)C1CN(C1)[C@@H]1[C@@H](CCC1)OC=1C=C2CN(C(C2=CC1)=O)C12C(NC(C(C1)C2)=O)=O (5-(((cis)-2-(3-(5-methyloxazol-2-yl)azetidin-1-yl)cyclopentyl)oxy)-1-oxoisoindolin-2-yl)-3-azabicyclo[3.1.1]heptane-2,4-dione